ClC1=NC(=CC=C1C(=O)NS(=O)(=O)C1=CC=CC(=N1)NCCCC1CCC(N1C(=O)OC(C)(C)C)(C)C)N1N=C(C=C1)OCCC(C1CC1)C1CC1 tert-Butyl 5-[3-[[6-[[2-chloro-6-[3-(3,3-dicyclopropylpropoxy) pyrazol-1-yl] pyridine-3-carbonyl]sulfamoyl]-2-pyridyl]amino]propyl]-2,2-dimethyl-pyrrolidine-1-carboxylate